2-tert-butyl 7-methyl 3,4-dihydro-1H-isoquinoline-2,7-dicarboxylate C1N(CCC2=CC=C(C=C12)C(=O)OC)C(=O)OC(C)(C)C